CC(C)(C)C1=CC(=NC=C1)C1=NC=CC(=C1)C(C)(C)C 4,4'-bis(1,1-dimethylethyl)-2,2'-bipyridyl